1,1-bistrifluoromethyl-hexanethiol FC(C(CCCCC)(S)C(F)(F)F)(F)F